BrC=1C(=NC(=NC1)NC=1C=C2CCN(CC2=CC1)S(N)(=O)=O)NC1=C(C(=O)NC)C=CC=C1 2-[5-Bromo-2-(2-sulfamoyl-1,2,3,4-tetrahydro-isoquinolin-6-ylamino)-pyrimidin-4-ylamino]-N-methyl-benzamide